5-nitro-2-(4-(4,4,5,5-tetramethyl-1,3,2-dioxaborolan-2-yl)phenoxy)pyridine [N+](=O)([O-])C=1C=CC(=NC1)OC1=CC=C(C=C1)B1OC(C(O1)(C)C)(C)C